O=C1NC(CCC1NC=1C=C(C=C(C1)F)NC(CC)=O)=O N-(3-(2,6-dioxopiperidin-3-ylamino)-5-fluorophenyl)propanamide